3-[2-(4-chloro-3-fluorophenoxy)acetamido]-N-[(6-methoxypyridazin-3-yl)methyl]bicyclo[1.1.1]pentane-1-carboxamide ClC1=C(C=C(OCC(=O)NC23CC(C2)(C3)C(=O)NCC=3N=NC(=CC3)OC)C=C1)F